tert-butyl (Z)-3-(2-((4-methoxyphenyl)sulfonyl)hydrazinylidene)-2-methylazetidine-1-carboxylate COC1=CC=C(C=C1)S(=O)(=O)N\N=C\1/C(N(C1)C(=O)OC(C)(C)C)C